N1-(5-(4-(trifluoromethyl)piperidin-1-yl)pyrazin-2-yl)cyclohexane-1,4-diamine FC(C1CCN(CC1)C=1N=CC(=NC1)NC1CCC(CC1)N)(F)F